4-(tert-butyl) 3-ethyl 5,6,7,8-tetrahydro-4H-pyrazolo[1,5-a][1,3]diazepine-3,4-dicarboxylate N1=CC(=C2N1CCCCN2C(=O)OC(C)(C)C)C(=O)OCC